4-(4-Nitrophenyl)-5-((6-(4-fluorophenyl)imidazo[2,1-b]thiazol-3-yl)methyl)-2,4-dihydro-3H-1,2,4-triazole-3-thion [N+](=O)([O-])C1=CC=C(C=C1)N1C(NN=C1CC=1N2C(SC1)=NC(=C2)C2=CC=C(C=C2)F)=S